CC/C=C\\C/C=C\\C/C=C\\CCCCCCCC(=O)OC[C@H](COP(=O)([O-])[O-])O The molecule is a 1-acyl-sn-glycerol 3-phosphate(2-) obtained by deprotonation of the phosphate OH groups of 1-linolenoyl-sn-glycero-3-phosphate. It is a conjugate base of a 1-linolenoyl-sn-glycero-3-phosphate.